N1N=NN=C1C1=C(C=CC=C1)C1=CC=C(C=C1)CN1C(=NC2(C1=O)CCCC2)C(CCC)N=[N+]=[N-] 3-((2'-(1H-tetrazol-5-yl)-[1,1'-biphenyl]-4-yl)methyl)-2-(1-azidobutyl)-1,3-diazaspiro[4.4]non-1-en-4-one